1-aminonaphthalene-4-sulphonic acid NC1=CC=C(C2=CC=CC=C12)S(=O)(=O)O